O=C1NC(CCC1N1C(C2=CC(=C(C=C2C1=O)CN1CCN(CC1)C1=C(C=C(C=C1)NC(C1=CC(=C(C=C1)C)C#CC1=CN=C2N1N=CC=C2)=O)C(F)(F)F)F)=O)=O N-(4-(4-((2-(2,6-dioxopiperidin-3-yl)-6-fluoro-1,3-dioxoisoindoline-5-yl)methyl)piperazin-1-yl)-3-(trifluoromethyl)phenyl)-3-(imidazo[1,2-b]pyridazin-3-ylethynyl)-4-methylbenzamide